C(C1=CC=CC=C1)OC(=O)N1CCC=2C(=C(C(=NC2C1)Cl)[N+](=O)[O-])N1[C@H](CN([C@@H](C1)C)C(=O)OC(C)(C)C)CO 4-((2R,5R)-4-(tert-butoxycarbonyl)-2-(hydroxymethyl)-5-methylpiperazin-1-yl)-2-chloro-3-nitro-5,8-dihydro-1,7-naphthyridine-7(6H)-carboxylic acid benzyl ester